ClC=1C(=CC2=C(N(CC(N(S2(=O)=O)C)C2CCCCC2)C2=CC=CC=C2)C1)C=1C=CC(=C(C(=O)O)C1)NS(=O)(=O)CC(C)C 5-(7-chloro-3-cyclohexyl-2-methyl-1,1-dioxido-5-phenyl-2,3,4,5-tetrahydrobenzo[f][1,2,5]thiadiazepin-8-yl)-2-((2-methylpropyl)sulfonamido)benzoic acid